C=1OC=C2C1C=CC=C2 benzo[3,2-c]furan